C(OCC)(OCN1C(C(N(C2=CC=CC=C12)CCCO)=O)=O)=O ethyl (4-(3-hydroxypropyl)-2,3-dioxo-3,4-dihydroquinoxalin-1(2H)-yl)methyl carbonate